NC1=NC=CC(=C1)C1=CNC=2N=CN=C(C21)NCC2=CC=CC(=N2)OCCO 2-((6-(((5-(2-aminopyridin-4-yl)-7H-pyrrolo[2,3-d]pyrimidin-4-yl)amino)methyl)pyridin-2-yl)oxy)ethan-1-ol